CC1=CC(=C(C=C1)C)C(=O)[O-] The molecule is a dimethylbenzoate in which the two methyl groups are located at positions 2 and 5. It derives from a benzoate. It is a conjugate base of a 2,5-dimethylbenzoic acid.